C(#C)C=1N=CN(C1C)C1=NC=C(C=C1)C 2-(4-ethynyl-5-methyl-1H-imidazol-1-yl)-5-methylpyridine